CC(C=CC)(CCC=CC)C 3-methyl-1,3-dimethyl-1,6-octadiene